(1,3-thiazol-4-yl)methanethiol S1C=NC(=C1)CS